C(#CCCCCCCCC)N decynylamine